ClC1=CC=C(C=C1)NC(NC1=CC(=CC=C1)C1=CC=2CC3=CC=CC=C3C2C=C1)=O 3-(4-chlorophenyl)-1-[3-(9H-fluoren-2-yl)phenyl]urea